(3Z)-4-(3,4-difluorophenyl)-4-hydroxy-2-oxobut-3-enoic acid ethyl ester C(C)OC(C(\C=C(/O)\C1=CC(=C(C=C1)F)F)=O)=O